(R)-N-(4-methyl-3-(7-(methylamino)-1,6-naphthyridin-3-yl)phenyl)-5-(2,2,2-trifluoro-1-hydroxyethyl)nicotinamide CC1=C(C=C(C=C1)NC(C1=CN=CC(=C1)[C@H](C(F)(F)F)O)=O)C=1C=NC2=CC(=NC=C2C1)NC